C(C1=CC=CC=C1)N(C(C)=O)C(=C)C1=C(C=CC=C1)C N-benzyl-N-(1-(o-tolyl)vinyl)acetamide